O1CCCC1 tetrahydro-furane